[Si](C)(C)(C(C)(C)C)OC1=CC(=C(C=C1)N=C(N)C1=C(C=2N(N=C1)C=C(C2)C2=C(C=NC=C2)C)NC2CCCC2)CC N'-[4-[tert-butyl(dimethyl)silyl]oxy-2-ethyl-phenyl]-4-(cyclopentylamino)-6-(3-methyl-4-pyridyl)pyrrolo[1,2-b]pyridazine-3-carboxamidine